C(C(=O)[O-])(=O)[O-].[V+4].C(C(=O)[O-])(=O)[O-] vanadium(IV) oxalate